C(C1=CC=CC=C1)OC=1C(=NC=NC1OCC1=CC=CC=C1)CN1C(N(C(C1)C1=CC=C(C=C1)C#CC1=CC=C(C=C1)CN1CCOCC1)CC#N)=O 2-(3-((5,6-bis(benzyloxy)pyrimidin-4-yl)methyl)-5-(4-((4-(morpholinomethyl)phenyl)ethynyl)phenyl)-2-oxoimidazolin-1-yl)acetonitrile